tert-butyl (2S)-2-({[4-(aminomethyl)pyridin-3-yl]oxy}methyl)-2-methylpyrrolidine-1-carboxylate NCC1=C(C=NC=C1)OC[C@]1(N(CCC1)C(=O)OC(C)(C)C)C